N=1N(C=C2C1C=NC=C2)C[C@@]2(CC1(CNC(O1)=O)CCC2)C (7S)-7-((2H-pyrazolo[3,4-c]pyridin-2-yl)methyl)-7-methyl-1-oxa-3-azaspiro[4.5]decane-2-one